O1C(=NN=C1)[C@]1(CN(CC1)C(C)(C)C1=NC=CC=C1)CCC1=CC=C(C#N)C=C1 (R)-4-(2-(3-(1,3,4-oxadiazol-2-yl)-1-(2-(pyridin-2-yl)propan-2-yl)pyrrolidin-3-yl)ethyl)benzonitrile